ClC1=C(C=CC=C1)C=1N=CC(=NC1)N1CCC2(CN3N([C@@H](CC3)C3=CC(=CC(=C3)F)F)C2=O)CC1 (S)-1-(5-(2-chlorophenyl)pyrazin-2-yl)-7'-(3,5-difluorophenyl)dihydro-1'H,3'H,5'H-spiro[piperidine-4,2'-pyrazolo[1,2-a]pyrazol]-1'-one